CC1(OB(OC1(C)C)C1=CC=C(C=C1)S(=O)(=O)N1CCC(CC1)NC1=CC=C(C=C1)C(F)(F)F)C 1-((4-(4,4,5,5-tetramethyl-1,3,2-dioxaborolan-2-yl)phenyl)sulfonyl)-N-(4-(trifluoromethyl)phenyl)piperidin-4-amine